ClC=1C(=NC(=NC1)NC=1C=C2C=CC=NC2=CC1)NC1=C(C=CC=C1)P(C)(C)=O (2-((5-chloro-2-(quinolin-6-ylamino)pyrimidin-4-yl)amino)phenyl)dimethylphosphine oxide